dimethyl (2S,4S)-2-((tert-butyloxycarbonyl)amino)-4-(2-cyanoethyl)glutarate C(C)(C)(C)OC(=O)N[C@H](C(=O)OC)C[C@@H](C(=O)OC)CCC#N